COC1=CC=C(C=N1)NC=1C=NC(=CC1)OC 6-methoxy-N-(6-methoxy-3-pyridinyl)-3-Pyridinamine